(9H-Fluoren-9-yl)methyl (S)-(1,5-dioxo-1-((4-(trifluoromethoxy)phenyl)amino)-5-(tritylamino)pentan-2-yl)carbamate O=C([C@H](CCC(NC(C1=CC=CC=C1)(C1=CC=CC=C1)C1=CC=CC=C1)=O)NC(OCC1C2=CC=CC=C2C=2C=CC=CC12)=O)NC1=CC=C(C=C1)OC(F)(F)F